3-(trifluoromethyl)-2-((R)-3-(((2S,3R,4R,5S)-3,4,5-tris(benzyloxy)-2-((benzyloxy)methyl)piperidin-1-yl)methyl)piperidin-1-yl)pyridine FC(C=1C(=NC=CC1)N1C[C@H](CCC1)CN1[C@H]([C@H]([C@@H]([C@H](C1)OCC1=CC=CC=C1)OCC1=CC=CC=C1)OCC1=CC=CC=C1)COCC1=CC=CC=C1)(F)F